C(=CC1=CC=CC=C1)C=CC(=O)O.C(C=C)#N acrylonitrile styreneacrylate